3-[2-propoxy-4-(trifluoromethyl)phenoxy]-9-[[5-(trifluoromethyl)-2-pyridinyl]oxy]-9-azabicyclo[3.3.1]nonane C(CC)OC1=C(OC2CC3CCCC(C2)N3OC3=NC=C(C=C3)C(F)(F)F)C=CC(=C1)C(F)(F)F